2-(1H-1,2,4-triazol-1-yl)5-(trifluoromethyl)benzoic acid N1(N=CN=C1)C1=C(C(=O)O)C=C(C=C1)C(F)(F)F